5-((5-(3-fluoro-4-hydroxyphenyl)-1H-pyrazol-3-yl)amino)indolin-2-one FC=1C=C(C=CC1O)C1=CC(=NN1)NC=1C=C2CC(NC2=CC1)=O